N-(2,6-difluorophenyl)-4-(3-ethyl-4-methyl-5-oxo-4,5-dihydro-1H-1,2,4-triazol-1-yl)-5-fluoro-2-{[(2S)-1,1,1-trifluoropropan-2-yl]oxy}benzamide FC1=C(C(=CC=C1)F)NC(C1=C(C=C(C(=C1)F)N1N=C(N(C1=O)C)CC)O[C@H](C(F)(F)F)C)=O